CC=1C=C(C=C(C1)C)P([C@H](C)[C-]1C(=CC=C1)P(C1=CC=CC=C1)C1=CC=CC=C1)C1=CC(=CC(=C1)C)C.[CH-]1C=CC=C1.[Fe+2] 1-[(1R)-1-[bis(3,5-dimethylphenyl)phosphino]ethyl]-2-(diphenylphosphino)ferrocene